N=1N(N=CC1)C1=C(C=C(C=N1)NC(C1=CC(=C(C=C1)C1=C(C=NC=C1C#C)N)F)=O)C(F)(F)F N-(6-(2H-1,2,3-triazol-2-yl)-5-(trifluoromethyl)pyridin-3-yl)-4-(3-amino-5-ethynylpyridin-4-yl)-3-fluorobenzamide